(2R,4R)-2-(2-(chloromethyl)allyl)-4-fluoropyrrolidine-2-carboxylic acid methyl ester hydrochloride Cl.COC(=O)[C@@]1(NC[C@@H](C1)F)CC(=C)CCl